C=COC1=C(C=CC=C1)OC methylene-(3,4-dimethoxybenzene)